2-chloro-4-methoxy-6-methylpyridine ClC1=NC(=CC(=C1)OC)C